6-[5-(difluoromethyl)-1,3,4-oxadiazol-2-yl]-2-[(1R*,2S*)-2-(4-fluorophenyl)-2-hydroxy-1-(pyrazin-2-yl)ethyl]-2,3-dihydro-1H-isoindol-1-one FC(C1=NN=C(O1)C1=CC=C2CN(C(C2=C1)=O)[C@@H]([C@@H](O)C1=CC=C(C=C1)F)C1=NC=CN=C1)F |o1:17,18|